FC=1C=C(C=C(C1)F)[C@@H]1CC(=NN1)C(=O)N1CCN(CC1)C1=NC=CC(=N1)C1=CC(=CN1)C(=O)N (S)-5-(2-(4-(5-(3,5-difluorophenyl)-4,5-dihydro-1H-pyrazole-carbonyl)piperazin-1-yl)pyrimidin-4-yl)-1H-pyrrole-3-carboxamide